CC=1CC(OC2=CC(C=CC12)=O)=O 4-methyl-7-oxocoumarin